ClC1=CC(=C(C=C1)N1N=C(N=C1C1=C(C=C(C=C1)F)F)OCC(=O)O)F {[1-(4-chloro-2-fluorophenyl)-5-(2,4-difluorophenyl)-1H-1,2,4-triazol-3-yl]oxy}acetic acid